COC1=NC=C(C=C1C(=O)N)NC(C(N1[C@H](CC[C@@H](C1)C)C=1C=CC2=C(N=C(S2)[C@H]2[C@@H](CN(CC2)C)C)C1)=O)=O |r| 2-methoxy-5-[[2-oxo-2-[rac-(2R,5S)-5-methyl-2-[2-[rac-(3S,4R)-1,3-dimethyl-4-piperidyl]-1,3-benzothiazol-5-yl]-1-piperidyl]acetyl]amino]pyridine-3-carboxamide